C(C1=CC=CC=C1)OC(=O)N1[C@H](CNC[C@H]1C)CC#N (2S,6R)-2-(cyanomethyl)-6-methylpiperazine-1-carboxylic acid benzyl ester